tert-butyl 2,2-dimethyl-4-(6-(1-methyl-1H-pyrazol-4-yl)pyrazolo[1,5-a]pyridin-3-yl)piperazine-1-carboxylate CC1(N(CCN(C1)C=1C=NN2C1C=CC(=C2)C=2C=NN(C2)C)C(=O)OC(C)(C)C)C